N1=C(C=CC=C1)C=NO pyridineformaldoxime